1-ethyl-1H-pyrrolo[3,2-b]pyridine-3-carboxamide C(C)N1C=C(C2=NC=CC=C21)C(=O)N